C(OCC1=CC=CC=C1)(O[C@@H]1[C@](O[C@H]([C@@H]1OC(OCC1=CC=CC=C1)=O)N1C(NC(C=C1)=O)=O)(CO)F)=O dibenzyl ((2S,3S,4R,5R)-5-(2,4-dioxo-3,4-dihydropyrimidin-1(2H)-yl)-2-fluoro-2-(hydroxymethyl)tetrahydrofuran-3,4-diyl) bis(carbonate)